2-(4-chloro-3-fluorophenoxy)-N-(3-(2-(3-cis-hydroxycyclobutyl)-2H-1,2,3-triazol-4-yl)bicyclo[1.1.1]pent-1-yl)acetamide ClC1=C(C=C(OCC(=O)NC23CC(C2)(C3)C3=NN(N=C3)C3(CCC3)O)C=C1)F